2-(tert-Butyl) 3-methyl (1R,3R,4R,5S)-5-cyclopropoxy-2-azabicyclo[2.2.1]heptane-2,3-dicarboxylate C1(CC1)O[C@@H]1[C@H]2[C@@H](N([C@@H](C1)C2)C(=O)OC(C)(C)C)C(=O)OC